1-bromo-4-(bromomethyl)-2-(2-ethoxypropan-2-yl)benzene BrC1=C(C=C(C=C1)CBr)C(C)(C)OCC